C1(CC1)C=1C=NN(C1C1=C(C=CC=C1)C(F)(F)F)C1CC2(CN(C2)C(=O)OC(C)(C)C)C1 tert-butyl 6-(4-cyclopropyl-5-(2-(trifluoromethyl)phenyl)-1H-pyrazol-1-yl)-2-azaspiro[3.3]heptane-2-carboxylate